C(C1=CC=CC=C1)OC1=CC=CC(=N1)N([C@@H](C)C(=O)O)C N-(6-(benzyloxy)pyridin-2-yl)-N-methyl-L-alanine